ON(C(C(CC)(C)C)=O)CC1=CC(=C(C(=C1)F)F)F N-Hydroxy-2,2-dimethyl-N-(3,4,5-trifluorobenzyl)butanamid